methyl 2-(1-(8-(tert-butoxy)-7,7-dimethyl-8-oxooctyl)-6-(2-((tert-butoxycarbonyl)amino)phenyl)-1H-indol-2-yl)-7-methoxy-1-methyl-1H-benzo[d]imidazole-5-carboxylate C(C)(C)(C)OC(C(CCCCCCN1C(=CC2=CC=C(C=C12)C1=C(C=CC=C1)NC(=O)OC(C)(C)C)C1=NC2=C(N1C)C(=CC(=C2)C(=O)OC)OC)(C)C)=O